FC1=C(C=C(C=C1)F)C(CC#CC#CC=1C=CNC1)N1C(C2=CC(=CC(=C2C1)F)C#C)=O 4-(6-(2,5-Difluorophenyl)-6-(6-ethynyl-4-fluoro-1-oxoisoindolin-2-yl)hexa-1,3-Diyn-1-yl)-1H-pyrrole